C1(CCCCC1)NC1=C2C(=NC=C1C#CC1=C(C#N)C=CC=C1)NC=C2 ((4-(cyclohexylamino)-1H-pyrrolo[2,3-b]Pyridin-5-yl)ethynyl)benzonitrile